CN1N=C(C=C1)C=1C=C(N)C=CC1C1(CC1)C 3-(1-methyl-1H-pyrazol-3-yl)-4-(1-methylcyclopropyl)aniline